Cl.FC=1C=C(C=CC1)C=1C(=C2C(=C(C(N(C2=CC1)CC(C)C)=O)C(=O)N)O)N1CCN(CC1)C (3-fluorophenyl)-4-hydroxy-1-isobutyl-5-(4-methylpiperazin-1-yl)-2-oxo-1,2-dihydroquinoline-3-carboxamide hydrochloride salt